methylethoxymethyl-γ-butyrolactone CC1(C(=O)OCC1)COCC